ClC1=C(C(=O)N[C@@H]2CN(C[C@@H]2F)C(=O)C2C(C2)(F)F)C=CC=C1F 2-chloro-N-[(3R,4S)-1-(2,2-difluorocyclopropanecarbonyl)-4-fluoropyrrolidin-3-yl]-3-fluorobenzamide